NC1=C(C(=NN1C1(CC1)C)C1=CC=C(C=C1)C(C(=O)NC1=CC(=NO1)CC(C)(C)C)C)C#N 2-[4-[5-Amino-4-cyano-1-(1-methylcyclopropyl)pyrazol-3-yl]phenyl]-N-[3-(2,2-dimethylpropyl)-1,2-oxazol-5-yl]propionamide